(((Z)-2-(((2R,3S)-2-(aminomethyl)-4-oxoazetidin-3-yl)amino)-1-(2-((tertbutoxycarbonyl)amino)thiazol-4-yl)-2-oxoethyl)amino)-2-methylpropionate NC[C@H]1NC([C@H]1NC(C(C=1N=C(SC1)NC(=O)OC(C)(C)C)NC(C(=O)[O-])(C)C)=O)=O